C(=O)CC(C)=O formylacetone